(1R,2S,3R,5R)-3-[5-(1-methanesulfonylpyrazol-3-yl)pyrrolo[2,3-d]pyrimidin-7-yl]-5-[{{3-[(2-phenylethyl)amino]propyl}amino}methyl]cyclopentane-1,2-diol CS(=O)(=O)N1N=C(C=C1)C1=CN(C=2N=CN=CC21)[C@H]2[C@@H]([C@@H]([C@H](C2)CNCCCNCCC2=CC=CC=C2)O)O